Bis(4-cumylphenyl)carbonate C(C)(C)(C1=CC=CC=C1)C1=CC=C(C=C1)OC(OC1=CC=C(C=C1)C(C)(C)C1=CC=CC=C1)=O